[N+](=O)([O-])C1=CC=C(OP(=O)(OC2=CC=CC=C2)N[C@@H](C(=O)OCC(C)(C)C)C)C=C1 (2R)-neopentyl 2-(((4-nitrophenoxy)(phenoxy)phosphoryl)amino)propanoate